1-(((1-pentyloxy(propan-2-yl)oxy)-propan-2-yl)oxy)-propan-2-amine C(CCCC)OCC(C)OCC(C)OCC(C)N